ClC=1C=NN(C1CC1N(C(C2=CC=C(C=C12)N(C)C)=O)CC1CC2(C1)OC(NC2)=O)C 2-((3-((4-chloro-1-methyl-1H-pyrazol-5-yl)methyl)-5-(dimethylamino)-1-oxoisoindolin-2-yl)methyl)-5-oxa-7-azaspiro[3.4]octan-6-one